CC1=C(C=CC(=C1)C)C1=NC(=NC(=N1)C1=C(C=C(C=C1)C)C)C1=C(C=C(C=C1)O)O 2-(4,6-bis(2,4-dimethylphenyl)-1,3,5-triazin-2-yl)-5-hydroxyphenol